FC1=CC(=NC=C1)N1N=CC(=C1C(F)(F)F)C(=O)N 1-(4-fluoro-2-pyridyl)-5-(trifluoromethyl)pyrazole-4-carboxamide